3-chloro-5-(trifluoromethyl)pyridazin-2-amine ClC=1N(NC=C(C1)C(F)(F)F)N